C1(CC1)S(=O)(=O)NC1=CC(=NC=C1)CNC(C1=CC=C(C=C1)C1=NC(=CN=C1)OC(C)C)=O N-[(4-cyclopropanesulfonamidopyridin-2-yl)methyl]-4-(6-isopropoxypyrazin-2-yl)benzamide